C1=C(C(=CC(=C1I)Br)Br)F 2,4-dibromo-5-fluoroiodobenzene